6-hydroxy-6-methyl-1,4-oxazepan-4-carboxylate OC1(CN(CCOC1)C(=O)[O-])C